FC1=C(C(=O)O)C=C(C=C1)CC1=NNC(C2=CC=CC=C12)=O 2-fluoro-5-(4-oxo-3,4-dihydrophthalazin-1-ylmethyl)benzoic acid